C(CCCCCCC=CC=CCCC)O 8,10-tetradecadienol